C[C@]12CC(C[C@](CC1)(N2)C)N(C2=C(C=C(N=N2)C2=C(C=C(C(=C2)F)C=2C=NNC2)O)F)C 2-(6-(((1R,3S,5S)-1,5-dimethyl-8-azabicyclo[3.2.1]octan-3-yl)(methyl)amino)-5-fluoropyridazin-3-yl)-4-fluoro-5-(1H-pyrazol-4-yl)phenol